N-(2-((6-(2,6-dichloro-3,5-dimethoxy-phenyl)-8-((2-(ethylsulfonyl)ethyl)amino)pyrido[3,4-d]pyrimidin-2-yl)amino)-3-methylphenyl)acrylamide ClC1=C(C(=C(C=C1OC)OC)Cl)C1=CC2=C(N=C(N=C2)NC2=C(C=CC=C2C)NC(C=C)=O)C(=N1)NCCS(=O)(=O)CC